(1,3-Dimethyl-azetidin-3-yl)-{2-fluoro-3-[5-(tetrahydro-pyran-4-yl)-[1,2,4]oxadiazol-3-yl]-phenyl}-(4-isopropyl-phenyl)-methanol CN1CC(C1)(C)C(O)(C1=CC=C(C=C1)C(C)C)C1=C(C(=CC=C1)C1=NOC(=N1)C1CCOCC1)F